(5-(4,4,5,5-tetramethyl-1,3,2-dioxaborolan-2-yl)benzo[d]oxazol-2-yl)methanol CC1(OB(OC1(C)C)C=1C=CC2=C(N=C(O2)CO)C1)C